BrC=1N=C(SC1)C[C@@H](C(=O)O)NC(=O)OC(C)(C)C (2S)-3-(4-bromothiazol-2-yl)-2-(tert-butoxycarbonylamino)propanoic acid